methyl 4-[[3-chloro-2-fluoro-6-[3-fluoro-4-(trifluoromethoxy)phenoxy] benzoyl]amino]-5-methyl-pyridine-2-carboxylate ClC=1C(=C(C(=O)NC2=CC(=NC=C2C)C(=O)OC)C(=CC1)OC1=CC(=C(C=C1)OC(F)(F)F)F)F